1-methyl-3-(o-tolyl)quinoxalin-2(1H)-one CN1C(C(=NC2=CC=CC=C12)C1=C(C=CC=C1)C)=O